C(C1=CC=CC=C1)C1=CC(=NN1)C(=O)NC1C2CC2C=2C=CC=CC2N(C1=O)C 5-benzyl-N-{7-methyl-6-oxo-7-azatricyclo[6.4.0.0^2,4]dodeca-1(8),9,11-trien-5-yl}-1H-pyrazole-3-carboxamide